ethyl 3-(trifluoromethanesulfonyloxy)-4-(trifluoromethyl)-1,2-thiazole-5-carboxylate FC(S(=O)(=O)OC1=NSC(=C1C(F)(F)F)C(=O)OCC)(F)F